CC(C)C1=CC=C(C=C1)NC(=O)N1[C@@H](CCC1)C(=O)NC=1C=C2C=CC(=CC2=CC1)C(=O)O |r| 6-[(1-{[4-(propan-2-yl)phenyl]carbamoyl}-DL-prolyl)amino]naphthalene-2-carboxylic acid